N-(5-fluoropyridin-2-yl)-2-(6-isopropyl-5,8-dioxo-2-(spiro[3.3]hept-2-ylamino)-5,6,7,8-tetrahydro-4H-pyrazolo[1,5-a]pyrrolo[3,4-d]pyrimidin-4-yl)acetamide FC=1C=CC(=NC1)NC(CN1C=2N(C(C3=C1C(N(C3)C(C)C)=O)=O)N=C(C2)NC2CC3(C2)CCC3)=O